ClC=1C=C(C=CC1)[C@H]1[C@@H](CN(CC1)C(=O)C=1C=2N(C=CC1)C=NC2)NC(=O)C=2SC=C(N2)C N-((3S,4S)-4-(3-chlorophenyl)-1-(imidazo[1,5-a]pyridine-8-carbonyl)piperidin-3-yl)-4-methylthiazole-2-carboxamide